C(CCC)N1C([C@H](NC(C12CCN(CC2)CC2=CC=C(C=C2)OC2=C(C=C(C=C2)C(=O)NC)Cl)=O)[C@@H](C2CCCCC2)O)=O (3R)-1-butyl-2,5-dioxo-3-((1R)-1-hydroxy-1-cyclohexylmethyl)-9-(4-(4-methylaminocarbonyl-2-chlorophenoxy)phenylmethyl)-1,4,9-triazaspiro[5.5]undecane